7-(2-methylindolin-1-yl)thiazolo[5,4-d]pyrimidine-2-carboxylic acid CC1N(C2=CC=CC=C2C1)C=1C2=C(N=CN1)SC(=N2)C(=O)O